1-(5-chloro-1H-indol-3-yl)-3-(5-((trifluoromethyl)thio)pyridin-3-yl)urea ClC=1C=C2C(=CNC2=CC1)NC(=O)NC=1C=NC=C(C1)SC(F)(F)F